NC1=C(C(=NN1C1CN(CC1)C(C#CC)=O)C1=CC=C(C=C1)OC1CCCCC1)C(=O)N 5-amino-1-(1-(but-2-ynoyl)pyrrolidin-3-yl)-3-(4-(cyclohexyloxy)phenyl)-1H-pyrazole-4-carboxamide